5-amino-6-bromobenzo[d]oxazol-2(3H)-one NC=1C(=CC2=C(NC(O2)=O)C1)Br